N-[1-[5-[3-[3-[[ethyl(methyl)sulfamoyl]amino]-2,6-difluorobenzoyl]-1H-pyrrolo[2,3-b]pyridin-5-yl]pyridin-2-yl]piperidin-4-yl]acetamide C(C)N(S(=O)(=O)NC=1C(=C(C(=O)C2=CNC3=NC=C(C=C32)C=3C=CC(=NC3)N3CCC(CC3)NC(C)=O)C(=CC1)F)F)C